Methyl (S)-3-methyl-4-(5-(2-oxo-3-(pyrrolidin-3-yl)-2,3-dihydro-1H-imidazo[4,5-b]pyridin-1-yl)pyridin-2-yl)benzoate hydrochloride Cl.CC=1C=C(C(=O)OC)C=CC1C1=NC=C(C=C1)N1C(N(C2=NC=CC=C21)[C@@H]2CNCC2)=O